P(O)(O)O.C(CCC)C1C(CCCC1)(CCCC)CCCC tributyl-cyclohexane phosphorus hydroxide